(3R,4R)-4-(4,4-diethyl-2-imino-6-oxo-hexahydropyrimidin-1-yl)-N-[(1R,2R)-2-hydroxyindan-1-yl]-3-methyl-chromane-6-carboxamide C(C)C1(NC(N(C(C1)=O)[C@@H]1[C@H](COC2=CC=C(C=C12)C(=O)N[C@H]1[C@@H](CC2=CC=CC=C12)O)C)=N)CC